4-((3-(tert-butoxycarbonyl)azetidin-1-yl)methyl)piperidine-1-carboxylic acid benzyl ester C(C1=CC=CC=C1)OC(=O)N1CCC(CC1)CN1CC(C1)C(=O)OC(C)(C)C